1-(1-(1-(bicyclo[1.1.1]pentan-1-yl)-1H-pyrazol-4-yl)-5-chloro-1H-pyrazolo[3,4-b]pyridin-6-yl)-4-methylpiperidin-4-ol C12(CC(C1)C2)N2N=CC(=C2)N2N=CC=1C2=NC(=C(C1)Cl)N1CCC(CC1)(O)C